OB(C1=CC(=C(C=C1)C(=O)ON1C(CCC1=O)=O)F)O 1-({[4-(dihydroxyboryl)-2-fluorophenyl]carbonyl}oxy)tetrahydropyrrole-2,5-dione